FC1=C(OC2=CC(=NC=C2)N)C=CC(=C1)F 4-(2,4-difluorophenoxy)pyridin-2-amine